C(#N)C=1OC=CC1B(O)O (2-cyano-3-furanyl)boronic acid